N1=C(C=CC=C1)C1=NSC(=N1)NC1=NC=C(C=C1)OC1CCOCC1 3-(pyridin-2-yl)-N-(5-(tetrahydro-2H-pyran-4-yloxy)pyridin-2-yl)-1,2,4-thiadiazol-5-amine